COC=1C=C(C=CC1)CCS(=O)(=O)F (E)-2-(3-methoxyphenyl)ethane-1-sulfonyl fluoride